CS(=O)(=O)N1CCC(CC1)NC=1N=CC2=CC=NC(=C2C1)C1=NC=CC=C1 N-(1-(methylsulfonyl)piperidin-4-yl)-5-(pyridin-2-yl)-2,6-naphthyridin-3-amine